N,N'-dimethyl-N,N'-bis(8-quinolinyl)cyclohexane-1,2-diamine CN(C1C(CCCC1)N(C=1C=CC=C2C=CC=NC12)C)C=1C=CC=C2C=CC=NC12